C1(=CC=CC=C1)C=1C=2N(C(=CN1)SC1=CC=C(C=C1)C)C=CN2 8-phenyl-5-(p-tolylthio)imidazo[1,2-a]pyrazine